5-[3-(benzyloxy)-1-(2-fluorophenyl)-4-iodo-1H-pyrazol-5-yl]-2-fluoropyridine C(C1=CC=CC=C1)OC1=NN(C(=C1I)C=1C=CC(=NC1)F)C1=C(C=CC=C1)F